CC=1C(NC(N(C1)[C@@H]1O[C@H](CNC1)OC(C(CC(=O)NC(C(=O)NCCCCCCCCCCCCCCCCCC)CC1=CC=CC=C1)C)=O)=O)=O methyl-4-[{1-(octadecylamino)-1-oxo-3-phenylpropan-2-yl}amino]-4-oxobutanoic acid {(2S,6R)-6-(5-methyl-2,4-dioxo-3,4-dihydropyrimidin-1(2H)-yl) morpholin-2-yl} ester